[C@H]12CN(C[C@H](CC1)N2)C2=NC(=NC1=C(C(=C(C=C21)Cl)C2=C(C=CC=C2F)O)F)OCC2=CC(=CC=C2)N(C)C 2-(4-((1R,5S)-3,8-diazabicyclo[3.2.1]octan-3-yl)-6-chloro-2-((3-(dimethylamino)benzyl)oxy)-8-fluoroquinazolin-7-yl)-3-fluorophenol